C[C@@]12C(CC[C@H]1[C@@H]1CC[C@H]3CC=CC[C@]3(C)[C@H]1CC2)=O 5α-androsta-2-en-17-one